1,4-dihydro-pyrazine N1C=CNC=C1